C(C)C=1N(C=CN1)CC=1N=NN(C1)[C@H](C(=O)N1[C@@H](C[C@H](C1)O)C(=O)NC)C(C)(C)C (2S,4R)-1-[(2S)-2-[4-[(2-ethylimidazol-1-yl)methyl]triazol-1-yl]-3,3-dimethyl-butanoyl]-4-hydroxy-N-methyl-pyrrolidine-2-carboxamide